FC=1C=C(C=CC1C=1N=C2SC3=C(N2C1)C=CC(=C3)C(NC3CCN(CC3)C)=O)N3CCN(CC3)C(=O)OC(C)(C)C tert-butyl 4-(3-fluoro-4-(7-((1-methylpiperidin-4-yl)carbamoyl)benzo[d]imidazo[2,1-b]thiazol-2-yl)phenyl)piperazine-1-carboxylate